N-(1-(1-(tert-butoxycarbonyl)piperidin-4-yl)-1H-pyrazole-3-carbonyl)-O-(tert-butyldimethylsilyl)-Z-serine C(C)(C)(C)OC(=O)N1CCC(CC1)N1N=C(C=C1)C(=O)N[C@@H](CO[Si](C)(C)C(C)(C)C)C(=O)O